N-(3-p-fluorophenyl-naphthyl)-2-(phenyl)-indole-13C FC1=CC=C(C=C1)C=1C=C(C2=CC=CC=C2C1)N1[13C](=CC2=CC=CC=C12)C1=CC=CC=C1